NC1=NC=C(C=C1C(=O)O)Br 2-amino-5-bromopyridine-3-carboxylic acid